(5E)-8-bromo-5-octenylacetate BrCC/C=C/CCCCCC(=O)[O-]